S(=O)(=O)([O-])[O-].[Al+3].[K+].S(=O)(=O)([O-])[O-] potassium aluminum sulfate salt